Methyl (S)-4-(2-(4-bromo-3-fluorophenyl)acetamido)-3-((4,4-dimethyltetrahydrofuran-3-yl)amino)benzoate BrC1=C(C=C(C=C1)CC(=O)NC1=C(C=C(C(=O)OC)C=C1)N[C@@H]1COCC1(C)C)F